6-acetyl-7-hydroxycoumarin C(C)(=O)C=1C=C2C=CC(OC2=CC1O)=O